methyl (S)-4-(((1-cyclobutylethyl)amino)methyl)-7,7-difluoro-6,7-dihydro-5H-cyclopenta[b]pyridine-2-carboxylate C1(CCC1)[C@H](C)NCC1=C2C(=NC(=C1)C(=O)OC)C(CC2)(F)F